4,4'-methylenebis(cyclohexylurea) C(C1CCC(CC1)NC(=O)N)C1CCC(CC1)NC(=O)N